(E)-N'-(5-bromo-3-chloropyridin-2-yl)-N-hydroxyformamidine BrC=1C=C(C(=NC1)/N=C/NO)Cl